OCC(CNC(=O)N1CC(OCC1)C1=CC=C(C=C1)OC)CC1=CC=C(C=C1)C(F)(F)F N-[2-(hydroxymethyl)-3-[4-(trifluoromethyl)phenyl]propyl]-2-(4-methoxyphenyl)morpholine-4-carboxamide